S1C(=CC=C1)C(C)O 1-(2-Thienyl)ethanol